C1OCC12C(CC2)N[C@@H]2[C@H](CCCC2)CC=2C=C1CN(C(C1=CC2)=O)[C@@H](CCC(=O)[O-])C(=O)N (4S)-4-(5-(((1R,2S)-2-((2-oxaspiro[3.3]heptan-5-yl) amino) cyclohexyl) methyl)-1-oxoisoindolin-2-yl)-5-amino-5-oxopentanoate